C1CC12CN(CC2)CCNC(=O)C=2C=C(C(=NC2)C)NC(=O)C=2C=NN1C2SC(=C1)C=1N=CN(C1)C N-(5-((2-(5-azaspiro[2.4]heptan-5-yl)ethyl)carbamoyl)-2-methylpyridin-3-yl)-2-(1-methyl-1H-imidazol-4-yl)pyrazolo[5,1-b]thiazole-7-carboxamide